BrC1=C(C=CC(=C1)C)OCCCOCC1=C(C=CC=C1)Br 2-bromo-1-(3-((2-bromophenyl-methyl)oxy)propoxy)-4-methylbenzene